6,13-dihydroxy-octadecatrienoic acid OC(C=CC=CC(=O)O)=CCCCCCC(CCCCC)O